N-cyclopropyl-4-((3-(7-(((Z)-3-fluoro-1-methylpiperidin-4-yl)amino)-3-(2,2,2-trifluoroethyl)benzo[b]thiophen-2-yl)prop-2-yn-1-yl)amino)-3-methoxybenzamide C1(CC1)NC(C1=CC(=C(C=C1)NCC#CC1=C(C2=C(S1)C(=CC=C2)NC2C(CN(CC2)C)F)CC(F)(F)F)OC)=O